N1(C[C@H](NCC1)C(=O)OC)C(=O)OC(C)(C)C (S)-1-(tert-butyl) 3-methyl piperazine-1,3-dicarboxylate